ClC1=C2C(=NN(C2=CC=C1)C1=CC=C(C=C1)C(F)(F)F)I 4-chloro-3-iodo-1-(4-(trifluoromethyl)phenyl)-1H-indazole